CC=1N=CC=C(C#N)C1 6-methylisonicotinonitrile